5-amino-1-(4-fluoro-2-iodophenyl)-1H-pyrazole-3-carbonitrile NC1=CC(=NN1C1=C(C=C(C=C1)F)I)C#N